FC=1C=C(C=C(C1)C=1CCN(CC1)C(=O)OC(C)(C)C)Cl 4-(5-fluoro-3-chlorophenyl)-N-Boc-1,2,3,6-tetrahydropyridine